FC(C1CCN(CC1)C1=CC=C(C=C1)NC1=CC=C(CNC(OC(C)(C)C)=O)C=C1)(F)F tert-butyl (4-((4-(4-(trifluoromethyl)piperidin-1-yl)phenyl)amino)benzyl)carbamate